3-Pyridol N1=CC(=CC=C1)O